C(O[C@@H]1CC[C@@]2([C@H]3CC[C@@]4([C@H](CC[C@H]4[C@@H]3CC[C@H]2C1)C(C)=O)C)C)(OC1=CC=C(C=C1)[N+](=O)[O-])=O [(3R,5S,8R,9S,10S,13S,14S,17S)-17-acetyl-10,13-dimethyl-2,3,4,5,6,7,8,9,11,12,14,15,16,17-tetradecahydro-1H-cyclopenta[a]phenanthren-3-yl] (4-nitrophenyl) carbonate